C(CCCCCC\C=C/C\C=C/C\C=C/CC)C(O[Si](OCCCCCCN(CCO)CCO)(C)C)OCCCCCCCC\C=C/C\C=C/CCCCC (23Z,26Z)-13-((8Z,11Z,14Z)-heptadeca-8,11,14-trien-1-yl)-3-(2-hydroxyethyl)-11,11-dimethyl-10,12,14-trioxa-3-aza-11-siladotriaconta-23,26-dien-1-ol